tert-Butyl (3S,4R)-3-(3-bromo-2-fluorobenzyl)-5-fluoro-4-[(methylsulfonyl)amino]-2-azabicyclo[3.1.1]heptane-2-carboxylate BrC=1C(=C(C[C@@H]2N(C3CC([C@@H]2NS(=O)(=O)C)(C3)F)C(=O)OC(C)(C)C)C=CC1)F